C(=C)C1=CC=C(OC2CC=3C2=CC=CC3)C=C1 4-Vinylphenoxybenzocyclobutene